1,3,4-Oxadiazol-2(3H)-one O1C(NN=C1)=O